C(C1=CC=CC=C1)OCC=1C=CC(=NC1)B(O)O 5-[(BENZYLOXY)METHYL]PYRIDINE-2-BORONIC ACID